5-bromo-6-((tetrahydro-2H-pyran-4-yl)ethynyl)-1H-indazole BrC=1C=C2C=NNC2=CC1C#CC1CCOCC1